C(C)C=1C(=NC=NC1)N1CCN(CC1)C(=O)C=1NC2=CC(=CC=C2C1)COCCOC (4-(5-ethylpyrimidin-4-yl)piperazin-1-yl)(6-((2-methoxyethoxy)methyl)-1H-indol-2-yl)methanone